benzyl trans-7,10-dimethoxy-2,4-dimethyl-6,11-dioxo-1,2,4,5,6,11-hexahydro-3H-naphtho[2,3-d]azepine-3-carboxylate COC1=C2C(C3=C(C[C@@H](N([C@H](C3)C)C(=O)OCC3=CC=CC=C3)C)C(C2=C(C=C1)OC)=O)=O